1-cyclohexyl-2-(6-nitropyridin-2-yl)-1,6-dihydrodipyrrolo[2,3-b:2',3'-d]pyridine C1(CCCCC1)N1C(=CC=2C1=C1C(=NC2)NC=C1)C1=NC(=CC=C1)[N+](=O)[O-]